5-chloro-2-(difluoromethoxy)-3-(5-(2-fluoro-6-methylphenyl)-4-methyl-4H-1,2,4-triazol-3-yl)pyridine ClC=1C=C(C(=NC1)OC(F)F)C1=NN=C(N1C)C1=C(C=CC=C1C)F